3-(2,4-bis(trifluoromethyl)phenyl)-7-fluoro-1-(4-methoxybut-2-ynyl)-4,5-dihydro-1H-benzo[b]azepin-2(3H)-one FC(C1=C(C=CC(=C1)C(F)(F)F)C1CCC2=C(N(C1=O)CC#CCOC)C=CC(=C2)F)(F)F